(2R)-2-Amino-4-methyl-N-[5-methyl-6-(1H-pyrrolo[2,3-b]pyridin-4-yl)-3-pyridyl]pentanamide N[C@@H](C(=O)NC=1C=NC(=C(C1)C)C1=C2C(=NC=C1)NC=C2)CC(C)C